3-{5-[(7-methoxy-4-quinazolinyl)oxy]bicyclo[2.2.1]hept-2-Yl}-1-[5-(trifluoromethyl)-3-pyridinyl]-2,4-imidazolidinedione COC1=CC=C2C(=NC=NC2=C1)OC1C2CC(C(C1)C2)N2C(N(CC2=O)C=2C=NC=C(C2)C(F)(F)F)=O